3-(((7-(2-Aminopyrimidin-4-yl)-2,3-dihydrofuro[3,2-c]pyridin-4-yl)amino)methyl)-5-fluoro-N-(2-(2-methoxyethyl)-2-azaspiro[3.5]nonan-7-yl)benzamide NC1=NC=CC(=N1)C=1C2=C(C(=NC1)NCC=1C=C(C(=O)NC3CCC4(CN(C4)CCOC)CC3)C=C(C1)F)CCO2